3-(5-methyl-2,4-dioxo-1,2-dihydrothieno[2,3-d]pyrimidin-3(4H)-yl)benzoic acid CC1=CSC=2NC(N(C(C21)=O)C=2C=C(C(=O)O)C=CC2)=O